(phenylamino)cyclobut-3-ene-1,2-dione C1(=CC=CC=C1)NC=1C(C(C1)=O)=O